2,2,2-trifluoro-1-(2-(2-(((3R,4S)-3-methyl-1-(methylsulfonyl)piperidin-4-yl)amino)-5-(trifluoromethyl)pyrimidin-4-yl)thiazol-5-yl)ethan-1-ol FC(C(O)C1=CN=C(S1)C1=NC(=NC=C1C(F)(F)F)N[C@@H]1[C@@H](CN(CC1)S(=O)(=O)C)C)(F)F